tert-Butyl 5-((cyclopropylmethyl)sulfonyl)-1-oxoisoindoline-2-carboxylate C1(CC1)CS(=O)(=O)C=1C=C2CN(C(C2=CC1)=O)C(=O)OC(C)(C)C